1,5,5-trimethylcyclohexane CC1CCCC(C1)(C)C